C[C@@]12CC[C@@H]3C4C=C(O)C(O)=CC=4CC[C@H]3[C@@H]2CC[C@@H]1O 2-hydroxyestradiol